2-(5-{[(1S,2S,3R,5R)-2-fluoro-1,5-dimethyl-9-azabicyclo[3.3.1]nonan-3-yl]oxy}pyrazin-2-yl)-5-(1H-pyrazol-4-yl)phenol F[C@H]1[C@@]2(CCC[C@](C[C@H]1OC=1N=CC(=NC1)C1=C(C=C(C=C1)C=1C=NNC1)O)(N2)C)C